3-(chloromethyl)-4-methyl-4H-1,2,4-triazole hydrochloride Cl.ClCC1=NN=CN1C